4,7-bis(5-(2-ethylhexyl)thiophen-2-yl)benzo[c][1,2,5]thiadiazole-5,6-diamine C(C)C(CC1=CC=C(S1)C1=C(C(=C(C2=NSN=C21)C=2SC(=CC2)CC(CCCC)CC)N)N)CCCC